(3-fluoro-2-(((2-isopropyl-1-oxo-1,2,3,4-tetrahydroisoquinolin-6-yl)oxy)methyl)allyl)carbamic acid tert-butyl ester C(C)(C)(C)OC(NCC(=CF)COC=1C=C2CCN(C(C2=CC1)=O)C(C)C)=O